C1(CC1)[C@@H](C)NC(C1=CN=C(C(=C1N1C[C@]2(CCCN2)CC1)C1=CC(=CC(=C1)F)F)C#N)=O N-[(R)-1-cyclopropylethyl]-4-{(S)-1,7-diaza-7-spiro[4.4]nonyl}-6-cyano-5-(3,5-difluorophenyl)nicotinamide